3-[[4-[[(3S,6S)-1-tert-butoxycarbonyl-3-(2,2-dimethylpropyl)-1,4-diazepan-6-yl]oxy]-6-(2,6-dimethylphenyl)pyrimidin-2-yl]sulfamoyl]benzoic acid C(C)(C)(C)OC(=O)N1C[C@@H](NC[C@@H](C1)OC1=NC(=NC(=C1)C1=C(C=CC=C1C)C)NS(=O)(=O)C=1C=C(C(=O)O)C=CC1)CC(C)(C)C